C(=O)(OC(C)(C)C)CSC[C@H](N)C(=O)O C-Boc-S-methyl-cysteine